methyl 8-((tert-butoxycarbonyl)amino)tetrazolo[1,5-b]pyridazine-6-carboxylate C(C)(C)(C)OC(=O)NC=1C=2N(N=C(C1)C(=O)OC)N=NN2